ClC1=CC=C(CC2=C(C(=O)O)C(=CC=C2)[N+](=O)[O-])C=C1 2-(4-chlorobenzyl)-6-nitrobenzoic acid